N[C@H](C(=O)N[C@@H](CCC(=O)OC)C(N[C@H](C(=O)OC(C)(C)C)CC1=CC=CC=C1)=O)CCCCNC(\C=C\C=1C=NC=CC1)=O methyl (4S)-4-[(2S)-2-amino-6-[(2E)-3-(pyridin-3-yl)prop-2-enamido]hexanamido]-4-{[(2S)-1-(tert-butoxy)-1-oxo-3-phenylpropan-2-yl]carbamoyl}butanoate